1-(4-(3-chloro-2-methylphenyl)-4-(quinolin-7-ylamino)piperidin-1-yl)prop-2-en-1-one ClC=1C(=C(C=CC1)C1(CCN(CC1)C(C=C)=O)NC1=CC=C2C=CC=NC2=C1)C